C(C)(C)(C)[Si](C)(C)OCCN1N=C(C(=C1)C1=C(C(=C(C=C1)B1OC(C(O1)(C)C)(C)C)F)F)C tert-butyl-[2-[4-[2,3-difluoro-4-(4,4,5,5-tetramethyl-1,3,2-dioxaborolan-2-yl)phenyl]-3-methyl-pyrazol-1-yl]ethoxy]-dimethyl-silane